ClC1=NC(=NC(=C1)Cl)COC 4,6-dichloro-methoxymethylpyrimidine